(3-Chloro-2,4-dimethyl-5,7-dihydropyrrolo[3,4-b]pyridin-6-yl)-[(3R)-1-[4-(trifluoromethyl)pyrimidin-2-yl]pyrrolidin-3-yl]methanon ClC=1C(=C2C(=NC1C)CN(C2)C(=O)[C@H]2CN(CC2)C2=NC=CC(=N2)C(F)(F)F)C